COC1=CC=C(C=C1)S(=O)(=O)N1CCSCC1 4-(4-methoxyphenylsulfonyl)thiomorpholine